N[C@@H](CC(=O)OCC)C=1C(=C(C=C(C1F)C(F)(F)F)C1=C(C(=CC=C1C)C)C)F (3S)-ethyl 3-amino-3-(2,4-difluoro-2',3',6'-trimethyl-5-(trifluoromethyl)biphenyl-3-yl)propanoate